N1(CCC1)C1=CC(=C(C=C1)C=1C(=NC(=NC1)C1=C(C=CC=C1OC)F)C(=O)N)N1[C@@H]2CN[C@H](C1)C2 (4-(azetidin-1-yl)-2-((1S,4S)-2,5-diazabicyclo[2.2.1]hept-2-yl)phenyl)-2-(2-fluoro-6-methoxyphenyl)pyrimidine-4-carboxamide